5-((butylamino)methyl)-4-iodopyridin-2(1H)-one C(CCC)NCC=1C(=CC(NC1)=O)I